C(C)(C)(C)OC(=O)N1[C@@H](C[C@H](CC1)N1N=CC=2C(=NC=3C(=C(C(=CC3C21)Cl)C2=CC=CC1=CC=CC(=C21)C#N)F)SC)CC#N (2S,4S)-4-(8-chloro-7-(8-cyanonaphthalen-1-yl)-6-fluoro-4-(methylsulfanyl)-1H-pyrazolo[4,3-c]quinolin-1-yl)-2-(cyanomethyl)piperidine-1-carboxylic acid tert-butyl ester